C(CCCCCCCCCCCCCCCCC)N octadecylamine